(+)-acetyl-CoA C(C)(=O)SCCNC(CCNC([C@@H](C(COP(OP(OC[C@@H]1[C@H]([C@H]([C@@H](O1)N1C=NC=2C(N)=NC=NC12)O)OP(=O)(O)O)(=O)O)(=O)O)(C)C)O)=O)=O